(4-aminophenyl)-7-sulfonatonaphthalene NC1=CC=C(C=C1)C1=CC=CC2=CC=C(C=C12)S(=O)(=O)[O-]